BrC1=CN=CC=2N1C=CN2 5-bromoimidazo[1,2-a]pyrazine